tert-butyl (S)-2-((4-(6-fluoropyridin-2-yl)thiazol-2-yl)carbamoyl)azetidine-1-carboxylate FC1=CC=CC(=N1)C=1N=C(SC1)NC(=O)[C@H]1N(CC1)C(=O)OC(C)(C)C